3-[[4-[(2R)-2-[(7-tert-Butoxycarbonyl-7-azaspiro[3.5]nonan-2-yl)amino]-4-methyl-pentoxy]-6-chloro-pyrimidin-2-yl]sulfamoyl]benzoic acid C(C)(C)(C)OC(=O)N1CCC2(CC(C2)N[C@@H](COC2=NC(=NC(=C2)Cl)NS(=O)(=O)C=2C=C(C(=O)O)C=CC2)CC(C)C)CC1